2,6-dichloro-4-(phenylsulfonyl)pyridine ClC1=NC(=CC(=C1)S(=O)(=O)C1=CC=CC=C1)Cl